O=C1OCC(O1)COC(CCCCCCCCCCSCCCSCCCCCCCCCCC(=O)OCC1OC(OC1)=O)=O bis((2-oxo-1,3-dioxolan-4-yl)methyl)11,11'-(propane-1,3-diylbis(sulfanediyl))diundecanoate